C(C)OC=COC(C(=C)F)=O α-fluoroacrylic acid ethoxyvinyl ester